3-(4-(4-(2,3-Difluoro-4-(4,4,5,5-tetramethyl-1,3,2-dioxaborolan-2-yl)phenyl)piperidin-1-yl)-3-fluorophenyl)piperidine-2,6-dione FC1=C(C=CC(=C1F)B1OC(C(O1)(C)C)(C)C)C1CCN(CC1)C1=C(C=C(C=C1)C1C(NC(CC1)=O)=O)F